FC1(C[C@@H](CC1)N[C@H](C)C1=C2C(=NC(=C1)C(=O)N)C(CC2)(C)C)F 4-((R)-1-(((R)-3,3-difluorocyclopentyl)amino)ethyl)-7,7-dimethyl-6,7-dihydro-5H-cyclopenta[b]pyridine-2-carboxamide